OC[C@@H]1NC=2C=CC(=CC2[C@H]2[C@@H]1CCN2S(=O)(=O)C2=CC=C(C)C=C2)C=2C=C(C=CC2)NC(CCC)=O N-(3-((3aR,4R,9bR)-4-(hydroxymethyl)-1-tosyl-2,3,3a,4,5,9b-hexahydro-1H-pyrrolo[3,2-c]quinolin-8-yl)phenyl)butanamide